C(C)(C)(C)OC(=O)N1C2(CC(CC1CC2)=O)CC 1-Ethyl-3-oxo-8-azabicyclo[3.2.1]octane-8-carboxylic acid tert-butyl ester